3-((6-((4-methoxyphenyl)sulfonyl)-1-oxophthalazin-2(1H)-yl)methyl)-N-methylfuran-2-carboxamide COC1=CC=C(C=C1)S(=O)(=O)C=1C=C2C=NN(C(C2=CC1)=O)CC1=C(OC=C1)C(=O)NC